NC1=CC(=C2C(N(CCCCC[C@@](C3=NN=C(C1=N2)O3)(C(F)(F)F)O)[C@@H]3CC[C@H](CC3)CNC(C)=O)=O)C(F)(F)F N-[[4-[(6R)-17-amino-6-hydroxy-13-oxo-6,15-bis(trifluoromethyl)-19-oxa-3,4,12,18-tetrazatricyclo[12.3.1.12,5]nonadeca-1(18),2,4,14,16-pentaen-12-yl]trans-cyclohexyl]methyl]acetamide